C(=O)C1CCC(CC1)N1N=C2C=C(C(=CC2=C1)NC(=O)C=1C=NN2C1N=CC=C2)OC N-[2-(4-formylcyclohexyl)-6-methoxy-indazol-5-yl]pyrazolo[1,5-a]pyrimidine-3-carboxamide